Cl.C(CC)N(C(NC1=CC=C(C(=O)O)C=C1)=O)CCC 4-(3,3-dipropylureido)benzoic acid hydrochloride